N-(4-(isopropoxymethyl)-pyridin-2-yl)-5-(5-methyl-1H-pyrazol-4-yl)thiazolo-[5,4-b]pyridin-2-amine C(C)(C)OCC1=CC(=NC=C1)NC=1SC2=NC(=CC=C2N1)C=1C=NNC1C